ClCC(C(F)(F)F)(F)Cl 1,2-dichloro-2,3,3,3-tetrafluoropropane